CS(=O)(=O)N1[C@@H](CNCC1)C |r| (3R/S)-4-(methylsulfonyl)-3-methylpiperazine